[GeH](=O)N germanamide